5-(Benzofuran-5-ylsulfonyl)-3,4,5,6-tetrahydropyrrolo[3,4-c]pyrrol O1C=CC2=C1C=CC(=C2)S(=O)(=O)N2CC1=C(C2)CN=C1